C(C)OC(=O)C1=NNC(=C1C(=O)O)N 5-amino-1H-pyrazole-3,4-dicarboxylic acid ethyl ester